FC1=CC=C(C=C1)CN(C1CCNCC1)C N-[(4-fluorophenyl)methyl]-N-methyl-piperidin-4-amine